BrC1=CC(=NC(=C1)C)/C(/C(=O)OC)=C/N(C)C methyl (Z)-2-(4-bromo-6-methylpyridin-2-yl)-3-(dimethylamino)acrylate